OC1=C(C(=O)C2=CC=CC=C2)C=CC(=C1)OCCCC 2-hydroxy-4-butoxyBenzophenone